4-ethoxy-5,6,7,8-tetrahydropyrido[3,4-d]pyrimidine C(C)OC=1C2=C(N=CN1)CNCC2